1-(1-bromoethyl)-4-ethynylbenzene BrC(C)C1=CC=C(C=C1)C#C